CC1(CC1)C1=CC=C(C=C1)NC(OC1CN(C1)C1=CC(=C(C(=C1)F)C1C(NC(CC1)=O)=O)F)=O 1-(4-(2,6-dioxopiperidin-3-yl)-3,5-difluorophenyl)azetidin-3-yl (4-(1-methylcyclopropyl)phenyl)carbamate